N-methyl-4,5,6,7,8,9-hexahydro-1H-cycloocta[c]pyrazole-3-carboxamide CNC(=O)C=1C2=C(NN1)CCCCCC2